BrC1=NC2=CC=CC=C2C(=C1C(=O)OCC)Cl ethyl 2-bromo-4-chloro-quinoline-3-carboxylate